ClC=1C=NC=C(C1[C@@H](C)OC=1C=C2C(=NNC2=CC1)C1=CC2=C(OCCN2C(=O)OCCCN(C)C)N=C1)Cl 3-(dimethylamino)propyl 7-[5-[(1R)-1-(3,5-dichloro-4-pyridyl)ethoxy]-1H-indazol-3-yl]-2,3-dihydropyrido[2,3-b][1,4]oxazine-1-carboxylate